N[C@H](C)C(=O)N1[C@@H](CC(C1)(F)F)C#N (S)-1-(D-alanyl)-4,4-difluoropyrrolidine-2-carbonitrile